4-(1-benzyl-5-(3,5-dimethylisoxazol-4-yl)-1H-pyrrolo[2,3-b]pyridin-3-yl)-2,2-dimethylbut-3-ynoic acid methyl ester COC(C(C#CC1=CN(C2=NC=C(C=C21)C=2C(=NOC2C)C)CC2=CC=CC=C2)(C)C)=O